7-chloro-1-(3-(trifluoromethyl)benzyl)-1H-indol-5-amine ClC=1C=C(C=C2C=CN(C12)CC1=CC(=CC=C1)C(F)(F)F)N